C(C)(=O)N acetoamide